C(C)(C)(C)N(C(O)=O)CC1=NC=C2C=CC(=NC2=C1)C1=CC=CC=C1.C(C1=CC=CC=C1)S(=O)(=O)C1=CC=C(C=C1)C(OC)OC 1-(benzylsulfonyl)-4-(dimethoxymethyl)benzene tert-butyl-((2-phenyl-1,6-naphthyridin-7-yl)methyl)carbamate